4-(4-(2-Cyclopropylimidazo[4,5-d]pyrrolo[2,3-b]pyridin-1(6H)-yl)-1H-pyrazol-1-yl)butanenitrile C1(CC1)C1=NC=2C(=C3C(=NC2)NC=C3)N1C=1C=NN(C1)CCCC#N